7-(5-(methoxycarbonyl)pyridin-3-yl)-1-oxospiro[isochroman-3,4'-piperidine]-1'-carboxylic acid tert-butyl ester C(C)(C)(C)OC(=O)N1CCC2(CC1)OC(C1=CC(=CC=C1C2)C=2C=NC=C(C2)C(=O)OC)=O